CO[Si](CCN)(OC)OC (2-trimethoxysilylethyl)amine